4-(bromomethyl)-3-methyl-1,1'-biphenyl BrCC1=C(C=C(C=C1)C1=CC=CC=C1)C